C1(CC1)C1=C(N=C2N1C=CC=C2)CN[S@@](=O)C(C)(C)C (S)-N-((3-Cyclopropylimidazo[1,2-a]pyridin-2-yl)methyl)-2-methylpropan-2-sulfinamide